3-methoxy-1-oxo-5,7-dihydropyrrolo[3,4-b]pyridin-1-ium COC1=CC2=C([N+](C1)=O)CNC2